ClC(C=C)C(CO)(CO)CCC 2-(1-chloroallyl)-2-propyl-1,3-propanediol